3-(3-((4-(4-(1-(4-hydroxyphenyl)-2-phenylbut-1-en-1-yl)phenyl)piperazin-1-yl)methyl)phenyl)piperidine-2,6-dione OC1=CC=C(C=C1)C(=C(CC)C1=CC=CC=C1)C1=CC=C(C=C1)N1CCN(CC1)CC=1C=C(C=CC1)C1C(NC(CC1)=O)=O